2-{4-[5-Amino-6-((1S,2S)-2-amino-cyclopentyloxy)-pyrazin-2-yl]-benzylamino}-5-cyano-N-[(S)-1-(4-fluorophenyl)-ethyl]-nicotinamide NC=1N=CC(=NC1O[C@@H]1[C@H](CCC1)N)C1=CC=C(CNC2=C(C(=O)N[C@@H](C)C3=CC=C(C=C3)F)C=C(C=N2)C#N)C=C1